tert-Butyl ((1R)-3-((3-bromo-4-methoxypyridin-2-yl)oxy)cyclopentyl)(methyl)carbamate BrC=1C(=NC=CC1OC)OC1C[C@@H](CC1)N(C(OC(C)(C)C)=O)C